BrC1=C(C(=CC=C1)OC(F)(F)F)F 1-bromo-2-fluoro-3-(trifluoromethoxy)benzene